(Z)-1-(((1r,4r)-4-aminocyclohexyl)methyl)-3-((3,5-dimethyl-1H-pyrrol-2-yl)methylene)-5-methoxy-2-oxoindoline-6-carboxamide trifluoroacetate salt FC(C(=O)O)(F)F.NC1CCC(CC1)CN1C(\C(\C2=CC(=C(C=C12)C(=O)N)OC)=C/C=1NC(=CC1C)C)=O